C1(CCC1)N(C(O)=O)C1=CC(=CC(=C1)Br)N.ClC1=CC=C(OC2=CC=C(C=C2)NN)C=C1 4-(4-Chlorophenoxy)phenylhydrazine cyclobutyl-(3-amino-5-bromophenyl)carbamate